mono1,5-hexadienol maleate C(\C=C/C(=O)O)(=O)O.C(=CCCC=C)O